C1(CC1)CC1C([C@@H]2[C@H](N([C@H]1CC2)C(=O)OC(C)(C)C)C(=O)OCC2=CC=CC=C2)=O 3-benzyl 2-tert-butyl (1S,3S,4S)-6-(cyclopropylmethyl)-5-oxo-2-azabicyclo[2.2.2]octane-2,3-dicarboxylate